4-aminoxycyclohexane O(N)C1CCCCC1